(S)-3-hydroxy-N-(1-(3-(4-ethylphenyl)-1,2,4-oxadiazol-3-yl)ethyl)-4-methoxypicolinamide OC=1C(=NC=CC1OC)C(=O)N[C@@H](C)C1(NOC=N1)C1=CC=C(C=C1)CC